N1=C(C=CC=C1)C=1C=C2C=CC(=NC2=CC1)N1CCCCC1 1-(6-(Pyridin-2-yl)chinolin-2-yl)piperidin